N-(5-amino-2-((2-(dimethylamino)ethyl)(methyl)amino)phenyl)propanamide NC=1C=CC(=C(C1)NC(CC)=O)N(C)CCN(C)C